(3R)-3-amino-5-[(4-chlorophenyl)methyl]-8-fluoro-7-(5-morpholino-1,3,4-oxadiazol-2-yl)-1,1-dioxo-2,3-dihydro-1λ6,5-benzothiazepine-4-one N[C@H]1CS(C2=C(N(C1=O)CC1=CC=C(C=C1)Cl)C=C(C(=C2)F)C=2OC(=NN2)N2CCOCC2)(=O)=O